2-Chloro-N-{2-[4-(difluoromethyl)-1,3-thiazol-5-yl]-2-{4-[(1-phenyl-1H-1,2,3,4-tetrazol-5-yl)oxy]piperidin-1-yl}ethyl}-6-fluorobenzamide ClC1=C(C(=O)NCC(N2CCC(CC2)OC2=NN=NN2C2=CC=CC=C2)C2=C(N=CS2)C(F)F)C(=CC=C1)F